C(=CCCCCCCCCCCCCCCCCCC)O Icosenol